2,6-ditertbutyl-phenol C(C)(C)(C)C1=C(C(=CC=C1)C(C)(C)C)O